4-fluoro-1-[2-(1,2-oxazol-3-yl)acetyl]-N-{phenyl-[4-(prop-2-yl)phenyl]methyl}pyrrolidine-2-carboxamide FC1CC(N(C1)C(CC1=NOC=C1)=O)C(=O)NC(C1=CC=C(C=C1)C(C)C)C1=CC=CC=C1